2-(2-methylpyridin-4-yl)oxazole CC1=NC=CC(=C1)C=1OC=CN1